NC1=CC=CC(=N1)NC=1C=2N(N=C(C1)N[C@H]1[C@@H](CCCC1)O)C(=CN2)C#N 8-[(6-Aminopyridin-2-yl)amino]-6-{[(1R,2R)-2-hydroxycyclohexyl]amino}imidazo[1,2-b]pyridazin-3-carbonitril